6-(4-chlorophenyl)-3-((3S,4S)-4-hydroxytetrahydrofuran-3-yl)-8-(pyridin-3-yl)pyrido[3,4-d]pyrimidin-4(3H)-one ClC1=CC=C(C=C1)C1=CC2=C(N=CN(C2=O)[C@H]2COC[C@H]2O)C(=N1)C=1C=NC=CC1